3,3-Diamino-5-(piperazin-1-yl)-2,3-dihydro-1,4-benzodioxine NC1(OC2=C(OC1)C=CC=C2N2CCNCC2)N